5-(1H-imidazol-1-yl)-N-(6-(piperazin-1-yl)pyridin-3-yl)-1H-pyrazolo[3,4-c]pyridine N1(C=NC=C1)C=1C=C2C(=CN1)N(N=C2)C=2C=NC(=CC2)N2CCNCC2